1-(7-bromo-5-methyl-2,3,4,5-tetrahydrobenzo[b]oxepin-9-yl)-3-(pyrimidin-5-yl)urea BrC1=CC2=C(OCCCC2C)C(=C1)NC(=O)NC=1C=NC=NC1